3-hydroxyoctadecanoate OC(CC(=O)[O-])CCCCCCCCCCCCCCC